C1(CCCCC1)NC(=O)C1=CC2=C(N=C(S2)C2CCNCC2)C=C1 N-cyclohexyl-2-(piperidin-4-yl)benzo[d]thiazole-6-carboxamide